[Si](C)(C)(C(C)(C)C)OC1CCC(CC1)C(=O)OC Methyl 4-((Tert-Butyldimethylsilyl)Oxy)Cyclohexane-1-Carboxylate